ClC1=NC(=NC(=C1)C)C1CCC(CC1)(C(=O)OC)OC methyl 4-(4-chloro-6-methylpyrimidin-2-yl)-1-methoxycyclohexanecarboxylate